O=C1CCOC2=CC(=CC=C12)O[C@@H](C1=CC=C(C(=O)N)C=C1)C1=NC=CC=C1 (S)-4-(((4-oxochroman-7-yl)oxy)(pyridin-2-yl)methyl)benzamide